2-(4,6-dichloro-2-(1-(4-(ethylsulfonyl)phenyl)-2-hydroxyethyl)-1H-benzo[d]imidazol-5-yl)benzonitrile ClC1=C(C(=CC=2NC(=NC21)C(CO)C2=CC=C(C=C2)S(=O)(=O)CC)Cl)C2=C(C#N)C=CC=C2